COC(N[C@H](C(=O)NC=1C(N(C=CC1)CC1=NC2=C(N1)C(=C(C(=C2)F)F)OCC2=CC=CC=C2)=O)CC\C=C\C(=O)N(C)C)=O Methyl-(S,E)-(1-((1-((7-(benzyloxy)-5,6-difluoro-1H-benzo[d]imidazol-2-yl)methyl)-2-oxo-1,2-dihydropyridin-3-yl)amino)-7-(dimethylamino)-1,7-dioxohept-5-en-2-yl)carbamat